BrC1=C2C(=C3C=CC=NC3=C1)C(N(C2(O)C2=C(C=CC(=C2)F)Cl)CC2=CC=C(C=C2)OC)=O 4-bromo-3-(2-chloro-5-fluorophenyl)-3-hydroxy-2-[(4-methoxyphenyl)methyl]-2,3-dihydro-1H-pyrrolo[4,3-f]quinolin-1-one